NC1=C(C=C(C=N1)C=1C=NC=CC1)O[C@H](C)C=1C=C(C=CC1)NC(C1=CC(=C(C=C1)C)C)=O (R)-N-(3-(1-((6-amino-[3,3'-bipyridin]-5-yl)oxy)ethyl)phenyl)-3,4-dimethylbenzamide